FC1=C(C=CC=C1C(=O)C1=NNC2=NC=C(C=C21)C2=C(C=C(C=C2)F)C)NS(=O)(=O)C N-(2-fluoro-3-(5-(4-fluoro-2-methylphenyl)-1H-pyrazolo[3,4-b]pyridine-3-carbonyl)-phenyl)methanesulfonamide